2-BENZYLIDENEHYDRAZINOADENOSINE C(C1=CC=CC=C1)=NN[C@@]1([C@H](O)[C@H](O)[C@@H](CO)O1)N1C=NC=2C(N)=NC=NC12